ClC=1C(=C(C2=C(N(CCS2)C)C1)C(=O)O)OC 6-chloro-7-methoxy-4-methyl-3,4-dihydro-2H-1,4-benzothiazine-8-carboxylic acid